Cl.N1(C=NC2=C1C=CC=C2)CCN 2-(1H-Benzimidazol-1-yl)ethylamine hydrochloride